4-(3-bromo-5-fluoro-phenoxy)-2-fluoro-7-methyl-sulfonyl-indane-1,3-diol BrC=1C=C(OC2=C3C(C(C(C3=C(C=C2)S(=O)(=O)C)O)F)O)C=C(C1)F